FC(C(=O)O)(F)F.FC1=C(C=CC(=C1)N1[C@@H](CNCC1)C)N1C(NC(CC1)=O)=O (R)-1-(2-fluoro-4-(2-methylpiperazin-1-yl)phenyl)dihydropyrimidine-2,4(1H,3H)-dione trifluoroacetate salt